(3S,4R)-4-(1-benzyloxycarbonyl-azetidin-3-yl)oxy-3-fluoro-piperidine-1-carboxylic acid tert-butyl ester C(C)(C)(C)OC(=O)N1C[C@@H]([C@@H](CC1)OC1CN(C1)C(=O)OCC1=CC=CC=C1)F